C(C)(C)(C)C(C(=O)[O-])(C(=O)[O-])CCCCCC.[Na+].[Na+] sodium 2-(tert-butyl)-2-hexylmalonate